IC=1C=C2CC(CC2=CC1)NC(OC(C)(C)C)=O tert-butyl (5-iodo-2,3-dihydro-1H-inden-2-yl)carbamate